(S)-(3-(((tert-butyldimethylsilyl)oxy)methyl)-3,4-dihydroisoquinolin-2(1H)-yl)(5-methoxy-2-nitro-4-((triisopropylsilyl)oxy)phenyl)methanone [Si](C)(C)(C(C)(C)C)OC[C@H]1N(CC2=CC=CC=C2C1)C(=O)C1=C(C=C(C(=C1)OC)O[Si](C(C)C)(C(C)C)C(C)C)[N+](=O)[O-]